COC1=C(C=C(C=C1)C)N1CC=C2N1C(=CC=N2)C2=CC=CC=C2 N-(2-methoxy-5-methylphenyl)-7-phenylpyrazolo[1,5-a]pyrimidine